CC1=CC=C(C=C1)C#CCN(C(O)=S)C1=CC=CC=C1 (3-(4-methylphenyl)prop-2-yn-1-yl)(phenyl)thiocarbamic acid